5-((2,4-dimethoxybenzyl)amino)-4-fluoro-N-methoxy-N-methyl-2-nitrobenzamide COC1=C(CNC=2C(=CC(=C(C(=O)N(C)OC)C2)[N+](=O)[O-])F)C=CC(=C1)OC